CC1(C(N2C(SC1)=NC1=C2C=CC=C1)=O)N=NC=1C=C(C=CC1)C 3-Methyl-3-(m-tolyldiazenyl)-2,3-dihydro-4H-benzo[4,5]imidazo[2,1-b][1,3]thiazin-4-one